ClC=1N=CC2=C(C=CC(=C2C1)[C@@H](CC)N[S@@](=O)C(C)(C)C)OC (S)-N-((R)-1-(3-chloro-8-methoxyisoquinolin-5-yl)propyl)-2-methylpropan-2-sulfinamide